1-(tert-butyl) 4-methyl 4-(3,4-dichlorophenyl)piperidine-1,4-dicarboxylate ClC=1C=C(C=CC1Cl)C1(CCN(CC1)C(=O)OC(C)(C)C)C(=O)OC